(1R,2R,4S)-N-[3-fluoro-4-[4-[[5-(4-hydroxy-1-piperidyl)-2-pyridyl]amino]-5-oxo-6H-1,6-naphthyridin-2-yl]phenyl]norbornane-2-carboxamide FC=1C=C(C=CC1C1=NC=2C=CNC(C2C(=C1)NC1=NC=C(C=C1)N1CCC(CC1)O)=O)NC(=O)[C@H]1[C@@H]2CC[C@H](C1)C2